2-[(2-fluorobenzoyl)amino]-2-chloro-N-(2-morpholin-4-ylethyl)benzamide FC1=C(C(=O)NC2(C(C(=O)NCCN3CCOCC3)C=CC=C2)Cl)C=CC=C1